NC1=NC=CC(=C1N)Cl 2,3-diamino-4-chloropyridine